8-dihydro-pyrazolyl-coumarin N1NC(C=C1)C=1C=CC=C2C=CC(OC12)=O